C(#N)[C@@H](C[C@@H]1C(NCCC1)=O)NC(=O)[C@@H]1N(C[C@H]2[C@@H]1CC(C2)(F)F)C(=O)C=2NC1=CC=CC(=C1C2)F (1R,3aR,6aS)-N-((R)-1-cyano-2-((R)-2-oxopiperidin-3-yl)ethyl)-5,5-difluoro-2-(4-fluoro-1H-indole-2-carbonyl)octahydrocyclopenta[c]pyrrole-1-carboxamide